1-(5-(3,4-difluorophenyl)-1H-indol-3-yl)-3-(4-(trifluoromethyl)phenyl)urea FC=1C=C(C=CC1F)C=1C=C2C(=CNC2=CC1)NC(=O)NC1=CC=C(C=C1)C(F)(F)F